C(#N)C=1C(=NC(=C(C1CC)C#N)N(C)C)SC(C(=O)N)C1=NC=C(C=C1)OC 2-((3,5-dicyano-6-(dimethylamino)-4-ethylpyridin-2-yl)thio)-2-(5-methoxypyridin-2-yl)acetamide